4-(4-tert-butoxycarbonyl-3-methyl-piperazin-1-yl)-3-[4-[4-(4-ethynylbenzoyl)oxyphenyl]phenyl]benzoic acid C(C)(C)(C)OC(=O)N1C(CN(CC1)C1=C(C=C(C(=O)O)C=C1)C1=CC=C(C=C1)C1=CC=C(C=C1)OC(C1=CC=C(C=C1)C#C)=O)C